trans-1-methyl-4-(1-methyl-vinyl)cyclohex-2-en-1-ol C[C@]1(C=C[C@H](CC1)C(=C)C)O